C(C)(C)N1C(N(CC1)C1=CC2=C(C=N1)C(NN2C2=CC=CC=C2)=O)=O 6-(3-isopropyl-2-oxoimidazolidin-1-yl)-1-phenyl-1,2-dihydro-3H-pyrazolo[4,3-c]pyridin-3-one